CC(CC)(C)C1=CC=C(C=C1)OP(OC1=CC=C(C=C1)C(CC)(C)C)[O-] Bis[4-(1,1-dimethylpropyl) phenyl]Phosphite